(aminomethyl)-6-(3-{[(tert-butoxy)carbonyl]amino}propyl)-1,3-diethyl-1H-1,3-benzodiazol-3-ium iodide [I-].NCC1=[N+](C2=C(N1CC)C=C(C=C2)CCCNC(=O)OC(C)(C)C)CC